1,3,5-tri(aminomethyl)benzene trihydrochloride Cl.Cl.Cl.NCC1=CC(=CC(=C1)CN)CN